NC1=C(C=C(C=N1)C1=NN2C(=C1)[C@@]1(CN(CC1)C(=O)NC(C)(C)C1=NC=CC=C1)OCC2)C(F)(F)F |r| (rac)-2-[6-amino-5-(trifluoromethyl)pyridin-3-yl]-N-[2-(pyridin-2-yl)propan-2-yl]-6,7-dihydrospiro[pyrazolo[5,1-c][1,4]oxazine-4,3'-pyrrolidine]-1'-carboxamide